ethanone trifluoroacetate FC(C(=O)O)(F)F.C(C)=O